(2R)-benzyl 3-[4-(3,6-dihydro-2H-pyran-4-yl) phenyl]-2-hydroxypropionate O1CCC(=CC1)C1=CC=C(C=C1)C[C@H](C(=O)OCC1=CC=CC=C1)O